((3-(4-cyclobutoxyphenyl)-1,2,4-oxadiazol-5-yl)methyl)acrylic acid C1(CCC1)OC1=CC=C(C=C1)C1=NOC(=N1)CC(C(=O)O)=C